COC(=O)C1=NC(=NC(=C1)NC1CCN(CC1)C(=O)OC(C)(C)C)C1=CC=CC=C1 6-((1-(tert-butoxycarbonyl)piperidin-4-yl)amino)-2-phenylpyrimidine-4-carboxylic acid methyl ester